((5-(2-azido-1,1-difluoroethyl)-1,4-dioxan-2-yl)methoxy)(t-butyl)diphenylsilane N(=[N+]=[N-])CC(F)(F)C1OCC(OC1)CO[Si](C1=CC=CC=C1)(C1=CC=CC=C1)C(C)(C)C